1,4-Dibromo-2-((11-bromoundecyl)oxy)benzene BrC1=C(C=C(C=C1)Br)OCCCCCCCCCCCBr